B(OCCOCCOCCF)(OCCOCCOCCF)OCCOCCOCCF tris(2-(2-(2-fluoroethoxy)ethoxy)ethyl) borate